O1C(=NC2=C1C=CC=C2)CSC=2NC(C1=C(N2)N(N=C1)C1CCC(CC1)(F)F)=O 6-((benzo[d]oxazol-2-ylmethyl)thio)-1-(4,4-difluorocyclohexyl)-1,5-dihydro-4H-pyrazolo[3,4-d]pyrimidin-4-one